methyl (R)-3-(3-(azetidin-3-yl) piperidin-1-yl)-1-methylcyclobutane-1-carboxylate N1CC(C1)[C@@H]1CN(CCC1)C1CC(C1)(C(=O)OC)C